(S)-tetrahydrofuran-3-yl (8-amino-7-fluoro-6-((S)-5-hydroxy-4-methyl-6,7-dihydro-5H-cyclopenta[b]pyridin-3-yl)isoquinolin-3-yl)carbamate NC=1C(=C(C=C2C=C(N=CC12)NC(O[C@@H]1COCC1)=O)C=1C(=C2C(=NC1)CC[C@@H]2O)C)F